N1C(=O)N=C(N(O)O)C=C1 cytosinediol